(R)-3,3,3-trifluoro-N-(1-(1-((2-(trimethylsilyl)ethoxy)methyl)-1H-benzo[d]imidazol-6-yl)ethyl)propan-1-amine FC(CCN[C@H](C)C=1C=CC2=C(N(C=N2)COCC[Si](C)(C)C)C1)(F)F